4-fluoro-2-methyl-6-(trifluoromethyl)isophthalamid FC1=C(C(=C(C(=O)N)C(=C1)C(F)(F)F)C)C(=O)N